C1(CC1)CNC1CN(CC1)C1=CC=C(N=N1)C1=C(C=C(C=C1)C=1C=NNC1)O 2-(6-{3-[(cyclopropylmethyl)amino]pyrrolidin-1-yl}pyridazin-3-yl)-5-(1H-pyrazol-4-yl)phenol